CN(C1=C2N=C(NC2=NC=N1)C1=CC=C(C=C1)CO)CC1CCCC1 N-Methyl-N-(cyclopentylmethyl)-8-(4-(hydroxymethyl)phenyl)-9H-purin-6-amine